2-(chloromethyl)-6,8-dihydro-5H-pyrido[3,4-d]pyrimidine-7-carboxylic acid tert-butyl ester C(C)(C)(C)OC(=O)N1CC=2N=C(N=CC2CC1)CCl